N-{4-[(3-chloro-1H-pyrrolo[2,3-b]pyridin-4-yl)oxy]-3,5-difluorophenyl}-6-oxa-8-azaspiro[3.5]non-7-en-7-amine ClC1=CNC2=NC=CC(=C21)OC2=C(C=C(C=C2F)NC=2OCC1(CCC1)CN2)F